ClC=1C(=C(CN2CCC(CC2)(C(=O)O)CC2=NC(=C(C=C2)F)NC2=NNC(=C2)C)C=CC1)F 1-(3-chloro-2-fluorobenzyl)-4-((5-fluoro-6-((5-methyl-1H-pyrazol-3-yl)amino)pyridin-2-yl)methyl)-piperidine-4-carboxylic acid